COC=1C=C2C(=NC=NC2=CC1OC)N1CCN(CCC1)C(CNS(=O)(=O)NC(OC(C)(C)C)=O)=O tert-butyl (N-(2-(4-(6,7-dimethoxyquinazolin-4-yl)-1,4-diazepan-1-yl)-2-oxoethyl)sulfamoyl)carbamate